1,3-dimethyl-imidazolidine-2-thione CN1C(N(CC1)C)=S